C(C1=CC=CC=C1)N1C2=NC=NC(=C2N=C1C1=C(C=C(C=C1)OCCN1CCNCC1)Cl)OC1(COC1)C(F)(F)F 9-benzyl-8-(2-chloro-4-(2-(piperazin-1-yl)ethoxy)phenyl)-6-((3-(trifluoromethyl)oxetan-3-yl)oxy)-9H-purine